tert-butyl (2S,3S)-2-(allyl(m-tolyl)carbamoyl)-3-((tert-butyldimethylsilyl)oxy)pyrrolidine-1-carboxylate C(C=C)N(C(=O)[C@H]1N(CC[C@@H]1O[Si](C)(C)C(C)(C)C)C(=O)OC(C)(C)C)C=1C=C(C=CC1)C